Ethyl 2-(3-(4-(ethoxycarbonyl) phenyl) ureido)-4-methylthiophene-3-carboxylate C(C)OC(=O)C1=CC=C(C=C1)NC(NC=1SC=C(C1C(=O)OCC)C)=O